3-hydroxy-5,7-dimethoxy-2-(3,4,5-trimethoxyphenyl)-4H-chromone OC1=C(OC2=CC(=CC(=C2C1=O)OC)OC)C1=CC(=C(C(=C1)OC)OC)OC